FC1(CC(C1)([C@H](C1=NN=CN1C)F)C=1C=C(C=CC1)N1C(C2=CC(=CC(=C2C1)C(F)(F)F)CNCC(C)C)=O)F (R)-2-(3-(3,3-difluoro-1-(fluoro(4-methyl-4H-1,2,4-triazol-3-yl)methyl)cyclobutyl)phenyl)-6-((isobutylamino)methyl)-4-(trifluoromethyl)isoindolin-1-one